ethyl (2S)-5-{4-[2-(2-ethoxyethoxy) ethoxy] phenyl}-2-hydroxyvalerate C(C)OCCOCCOC1=CC=C(C=C1)CCC[C@@H](C(=O)OCC)O